4-piperidineMethanesulfenamide N1CCC(CC1)CSN